Cl.COC=1C=C(C=C(C1)OC)C#CC=1N=C(N2C1C(=NC=C2)N)C2CNC2 ((3,5-dimethoxyphenyl)ethynyl)-3-(azetidin-3-yl)imidazo[1,5-a]pyrazin-8-amine hydrochloride